C(C)OC(\C(=C\C=1C=NC=CC1)\C=1N=C(SC1)NC(=O)OC(C)(C)C)=O.IC=1C=C(C=CC1)C1=C(C(=CC=C1)C1=CC(=CC=C1)I)[Si](C)(C)C (3,3''-diiodo-[1,1':3',1''-terphenyl]-2'-yl)trimethylsilane ethyl-(E)-2-(2-((tert-butoxycarbonyl)amino)thiazol-4-yl)-3-(pyridin-3-yl)acrylate